[N+](=O)([O-])C1=CC=C(C(=O)OC2CC(C2)N2N=CC=C2C2CC2)C=C1 (1s,3s)-3-(5-cyclopropyl-1H-pyrazol-1-yl)cyclobutyl 4-nitrobenzoate